1-(4-(7-(6-amino-4-cyclopropyl-3-(trifluoromethyl)pyridin-2-yl)-6-chloroquinazolin-4-yl)piperazin-1-yl)prop-2-en-1-one NC1=CC(=C(C(=N1)C1=C(C=C2C(=NC=NC2=C1)N1CCN(CC1)C(C=C)=O)Cl)C(F)(F)F)C1CC1